N[C@@H]1CN(CC[C@@H]1F)C1=NC2=C(N1CC1=NC=C(C#N)C=C1)C=CC(=C2)Cl 6-((2-((3R,4S)-3-Amino-4-fluoropiperidin-1-yl)-5-chloro-1H-benzo[d]imidazol-1-yl)methyl)nicotinonitril